(1S,2S)-2-(1H-benzo[d]imidazol-2-yl)-N-((S)-1-((5-bromopyrazin-2-yl)amino)-1-oxopropan-2-yl)cyclopropane-1-carboxamide N1C(=NC2=C1C=CC=C2)[C@@H]2[C@H](C2)C(=O)N[C@H](C(=O)NC2=NC=C(N=C2)Br)C